(R)-5-(4-((1-(3-amino-5-(trifluoromethyl)phenyl)ethyl)amino)-8-methyl-7-oxo-7,8-Dihydropyrido[2,3-d]pyrimidin-6-yl)-3,6-dihydropyridine-1(2H)-carboxylate NC=1C=C(C=C(C1)C(F)(F)F)[C@@H](C)NC=1C2=C(N=CN1)N(C(C(=C2)C2=CCCN(C2)C(=O)[O-])=O)C